2,4-dimethyl-Oxypyrimidine-5-boronic acid COC1=NC=C(C(=N1)OC)B(O)O